N1=NN=CN2C1=C(N=C2)C(=O)O imidazo[5,1-d][1,2,3,5]tetrazine-8-carboxylic acid